(3-acetyl-4-methoxyphenyl)boric acid C(C)(=O)C=1C=C(C=CC1OC)OB(O)O